(5s,7s)-7-fluoro-2-(2-methylimidazol-1-yl)-5-phenyl-6,7-dihydro-5H-pyrrolo[1,2-b][1,2,4]triazole F[C@H]1C[C@H](N2N=C(N=C21)N2C(=NC=C2)C)C2=CC=CC=C2